C(C)(C)(C)C1=CC=C(C=C1)N1N=CC=2C1=NC(=NC2NC(=O)C=2SC(=CC2)[N+](=O)[O-])N2CCCC2 N-(1-(4-(tert-butyl)phenyl)-6-(pyrrolidin-1-yl)-1H-pyrazolo[3,4-d]pyrimidin-4-yl)-5-nitrothiophene-2-carboxamide